COC(C1=CC(=C(C=C1)CO)Br)=O 3-bromo-4-(hydroxymethyl)benzoic acid methyl ester